2,3,4-collidine N1=C(C(=C(C=C1)C)C)C